Diheptan-3-yl 5-(hydroxymethyl)isophthalate OCC=1C=C(C=C(C(=O)OC(CC)CCCC)C1)C(=O)OC(CC)CCCC